[N+](=O)([O-])C1=C(C=CC(=N1)N)N 6-nitropyridine-2,5-diamine